(R)-4-((4-((2-fluoroethyl)amino)-1-(phenylsulfanyl)but-2-yl)amino)-3-((trifluoromethyl)sulfonyl)benzenesulfonamide FCCNCC[C@H](CSC1=CC=CC=C1)NC1=C(C=C(C=C1)S(=O)(=O)N)S(=O)(=O)C(F)(F)F